NC1=C(C=C(C=N1)C1=NN2C(=C1)[C@@]1(CN(CC1)CC1=CC=CC(N1)=O)OCC2)C(F)(F)F 6-({(3'R)-2-[6-amino-5-(trifluoromethyl)pyridin-3-yl]-6,7-dihydrospiro[pyrazolo[5,1-c][1,4]oxazine-4,3'-pyrrolidin]-1'-yl}methyl)pyridin-2(1H)-one